2-oxo-2-((5-oxo-5,6,7,8-tetrahydro-1,6-naphthyridin-3-yl)amino)acetic acid Palladium [Pd].O=C(C(=O)O)NC=1C=NC=2CCNC(C2C1)=O